FC(C=1C=C(C=CC1)S(=O)(=O)NC(OC)=O)(F)F methyl ((3-(trifluoromethyl)phenyl)sulfonyl)carbamate